C(C)OC(=O)C1=C(C2=C(S1)C(=CC=C2)C=2C=C1CN(C(C1=CC2)=O)C)N 3-amino-7-(2-methyl-1-oxoisoindolin-5-yl)benzo[b]thiophene-2-carboxylic acid ethyl ester